3-Amino-3-{[1-(2H-1,3-benzodioxol-5-yl)propan-2-yl]carbamoyl}propanoic acid NC(CC(=O)O)C(NC(CC1=CC2=C(OCO2)C=C1)C)=O